NC1=C(C=C(C=C1)C1=C(C(=CC=C1)Cl)C=1C=CC2=C(CCO2)C1)C(=O)O 4-amino-3'-chloro-2'-(2,3-dihydrobenzofuran-5-yl)-[1,1'-biphenyl]-3-carboxylic acid